[N+](=O)([O-])C=1C(=CC2=C(OCO2)C1)C(C)OC(=O)N[C@@H](CCCCN)C(=O)O e-[(1-(6-nitrobenzo[d][1,3]dioxol-5-yl)ethoxy)carbonyl]-L-lysine